(1RS)-1-[6-(3-cyclopropyl-2-fluoro-phenoxy)-5-[(5RS)-5-[(2,4-dichloro-phenyl)methyl]-5,6-dihydro-4H-1,2,4-oxadiazin-3-yl]pyridazin-3-yl]ethanol C1(CC1)C=1C(=C(OC2=C(C=C(N=N2)[C@@H](C)O)C2=NOC[C@H](N2)CC2=C(C=C(C=C2)Cl)Cl)C=CC1)F |r|